5-(trifluoromethyl)-N-(4-(4-(trifluoromethyl)phenyl)oxazol-2-yl)pyridiniumamide FC(C=1C=CC=[N+](C1)C(=O)NC=1OC=C(N1)C1=CC=C(C=C1)C(F)(F)F)(F)F